[Fe+3].NCCC[Si](OCC)(OCC)OCC γ-aminopropyltriethoxySilane iron(III)